C(C)(C)N1N=C(C=C1)C1=C(C2=C(N=C(N=C2N[C@H]2COCC2)C=2N(C=CN2)C)S1)C |r| rac-6-(1-Isopropyl-1H-pyrazol-3-yl)-5-methyl-2-(1-methyl-1H-imidazol-2-yl)-N-(tetrahydrofuran-3-yl)thieno[2,3-d]pyrimidin-4-amine